C(C)(=O)N1CCC=2C1=NC(=CC2N2C[C@@H](N(CC2)C(=O)OC(C)(C)C)C)OC tert-butyl (S)-4-(1-acetyl-6-methoxy-2,3-dihydro-1H-pyrrolo[2,3-b]pyridin-4-yl)-2-methylpiperazine-1-carboxylate